FC1=NNC2=CC=C(C=C12)CNC(=O)C1C[C@H]2CC[C@@H](C1)N2 (1r,3s,5s)-N-[(3-fluoro-1H-indazol-5-yl)methyl]-8-azabicyclo[3.2.1]octane-3-carboxamide